ClC1=CC=C2C(=NC=NC2=C1)N[C@H](CCCN1C(NC2(CC2)C1=O)=O)C (S)-6-(4-((7-Chloroquinazolin-4-yl)amino)pentyl)-4,6-diazaspiro[2.4]heptane-5,7-dione